triphenyl-benzene C1(=CC=CC=C1)C=1C(=C(C=CC1)C1=CC=CC=C1)C1=CC=CC=C1